C(C)(C)C1=C(OCC2=CC=C(C=C2)B(O)O)C=C(C=C1)C 4-[(2-ISOPROPYL-5-METHYLPHENOXY)METHYL]PHENYLBORONIC ACID